4,5,5,5-tetrafluoro-3-phenyl-4-(trifluoromethyl)valeronitrile FC(C(CC#N)C1=CC=CC=C1)(C(F)(F)F)C(F)(F)F